hexyl-tetrahydropyrane C(CCCCC)C1OCCCC1